8-(2,4-Dimethoxyphenyl)-2-[(2-methoxyphenyl)amino]-5-[2-(triisopropylsilyl)ethynyl]pyrido[2,3-d]pyrimidin-7-one COC1=C(C=CC(=C1)OC)N1C(C=C(C2=C1N=C(N=C2)NC2=C(C=CC=C2)OC)C#C[Si](C(C)C)(C(C)C)C(C)C)=O